C(C1=CC=CC=C1)N1C(C(=NC2=CC=CC=C12)C(F)F)=O 1-benzyl-3-difluoromethylquinoxalinone